C(CCC)C1=NC2(C(N1CC1=CC(=C(C=C1)C=1C(=CC=CC1)S(=O)(=O)N(COC)C1=NOC(=C1C1CC1)C)CNC)=O)CCCC2 4'-((2-butyl-4-oxo-1,3-diazaspiro[4.4]non-1-en-3-yl)methyl)-N-(4-cyclopropyl-5-methylisoxazol-3-yl)-N-(methoxymethyl)-2'-((methylamino)methyl)-[1,1'-biphenyl]-2-sulfonamide